2-((7,8-Dichloro-1,6-dimethyl-2-oxo-1,2,3,4,5,6-hexahydroazepino[4,5-b]indol-10-yl)oxy)acetonitrile ClC1=C(C=C(C=2C3=C(N(C12)C)CCNC(C3C)=O)OCC#N)Cl